O1N(COC=C1)COC1=C(C=C(C=C1)C=1C=C(C(NC1C(F)(F)F)=O)C(=O)N)F 5-(4-((1,4-Dioxazin-2-yl)methoxy)-3-fluorophenyl)-2-oxo-6-(trifluoromethyl)-1,2-dihydropyridine-3-carboxamide